manganese(2+) sodium (2R)-2-{9-[(1S)-1,3-dicarboxylatopropyl]-6-oxa-3,9,15-triazabicyclo[9.3.1]pentadeca-1(15),11,13-trien-3-yl}pentanedioate C(=O)([O-])[C@H](CCC(=O)[O-])N1CCOCCN(CC=2C=CC=C(C1)N2)[C@@H](C(=O)[O-])CCC(=O)O.[Na+].[Mn+2]